C(C=C)[C@H]1CCC=2C=3C1=C1C(=NC3C=C(C2C)F)C2=CC3=C(C(N2C1)=O)COC([C@]3(O)CC)=O (1R,9S)-1-allyl-9-ethyl-5-fluoro-9-hydroxy-4-methyl-1,2,3,9,12,15-hexahydro-10H,13H-benzo[de]pyrano[3',4':6,7]indolizino[1,2-b]quinoline-10,13-dione